FC(OC1=CC=C(C=C1)OB(O)O)(F)F 4-trifluoromethoxyphenyl-boric acid